NC[C@@]1([C@@H]([C@H](N[C@@H]1CC(C)(C)C)C(=O)[O-])C1=C(C(=CC=C1)Cl)F)C1=C(C=C(C=C1)Cl)F (2S,3R,4R,5R)-4-(aminomethyl)-3-(3-chloro-2-fluoro Phenyl)-4-(4-chloro-2-fluorophenyl)-5-neopentylpyrrolidine-2-carboxylate